C1(CC1)C=1C=CC2=C(C(=NN(C2=O)CC(=O)NC2=NC=CC=N2)C(C)C)N1 2-(2-Cyclopropyl-8-isopropyl-5-oxo-pyrido[2,3-d]pyridazin-6-yl)-N-pyrimidin-2-yl-acetamide